[Si](C)(C)(C(C)(C)C)OCCN(C(CNCCO[Si](C(C)(C)C)(C)C)=O)CC(N(CCC(=O)O)CCO[Si](C)(C)C(C)(C)C)=O 10,13-bis(2-((tert-butyldimethylsilyl)oxy)ethyl)-2,2,3,3-tetramethyl-9,12-dioxo-4-oxa-7,10,13-triaza-3-silahexadecan-16-oic acid